C(#N)C(CO)(C)N1CC=C(C=C1)NC(CC1=C(C=CC=C1)F)=O N-(1-Cyano-2-hydroxy-1-methylethyl)-4-[[2-(2-fluorophenyl)acetyl]amino]pyridin